(R)-1,2,3,4-tetrahydronaphthalene C1CCCC2=CC=CC=C12